ClC1=CC=C(C=C1)C1=NNC(=C1C1=C(C=CC=C1)C(F)(F)F)C1=CC=C(C(=O)NCCN(C)C)C=C1 4-[3-(4-chlorophenyl)-4-[2-(trifluoromethyl)phenyl]-1H-pyrazol-5-yl]-N-[2-(dimethylamino)ethyl]benzamide